BrC1=CN(C2=C(C=CC=C12)N1C(CN(CC1)C)=O)S(=O)(=O)C1=CC=C(C)C=C1 1-(3-Bromo-1-tosyl-1H-indol-7-yl)-4-methylpiperazin-2-one